C(C)(=O)C1CC2(C1)CCN(CC2)C(=O)OC(C)(C)C tert-butyl 2-acetyl-7-azaspiro[3.5]nonane-7-carboxylate